1-(4-formylphenyl)-1H-pyrazole-4-carboxylic acid C(=O)C1=CC=C(C=C1)N1N=CC(=C1)C(=O)O